methyl-penicillic acid diphenylmethyl ester C1(=CC=CC=C1)C(C1=CC=CC=C1)OC(=O)C(=C(OC)C(=O)C(=C)C)C